6-((4-bromophenethyl)amino)pyrimidin BrC1=CC=C(CCNC2=CC=NC=N2)C=C1